C(C)(C)(C)OC(=O)N[C@H](C)CO (R)-N-t-butoxycarbonyl-alaninol